p-ethyl-phenylhydrazine hydrochloride Cl.C(C)C1=CC=C(C=C1)NN